5-(3-ethoxy-3-oxopropyl)pyrrolidine-1,2-dicarboxylic acid 1-(tert-butyl) 2-ethyl ester CCOC(=O)C1N(C(CC1)CCC(=O)OCC)C(=O)OC(C)(C)C